BrC=1C=C2N(N=CC=C2N2C(C(CC2)C2CC2)=O)C1 1-(6-bromopyrrolo[1,2-b]pyridazin-4-yl)-3-cyclopropylpyrrolidin-2-one